C(C=C)C1C2=C(C(N(C1)C(=O)OC(C)(C)C)=O)C(=C(N2)C2=C(C=NC=C2)OCCN(C)CC=C)NC2=C(C(=CC=C2)F)OC tert-Butyl 7-allyl-2-(3-{2-[allyl(methyl)amino]ethoxy}pyridin-4-yl)-3-[(3-fluoro-2-methoxyphenyl)amino]-4-oxo-1,4,6,7-tetrahydro-5H-pyrrolo[3,2-c]pyridine-5-carboxylate